3-(1-methyl-1H-benzo[d][1,2,3]triazol-6-yl)-N-(1-(piperidin-4-yl)-1H-pyrazol-4-yl)-1H-pyrrolo[2,3-b]pyridine-5-carboxamide CN1N=NC2=C1C=C(C=C2)C2=CNC1=NC=C(C=C12)C(=O)NC=1C=NN(C1)C1CCNCC1